(2-chloro-4-phenoxy-5-methylphenyl)-N-ethyl-N-methylformamidine ClC1=C(C=C(C(=C1)OC1=CC=CC=C1)C)C(=N)N(C)CC